bis-[3-(benzylsulfonyloxy)-4-methyl-phenyl]urea C(C1=CC=CC=C1)S(=O)(=O)OC=1C=C(C=CC1C)NC(NC1=CC(=C(C=C1)C)OS(=O)(=O)CC1=CC=CC=C1)=O